C(CCCCC)NCCNCCCCCC N1,N2-dihexylethane-1,2-diamine